[(2'-anthracenyl)cyclopentadienyl]trimethylsilylmethylplatinum C1(=CC=CC2=CC3=CC=CC=C3C=C12)C=1C(C=CC1)[Pt]C[Si](C)(C)C